5-(azetidin-2-ylmethoxy)-2-methyl-N-(1-(7-(5-(pyrrolidine-1-carbonyl)thiophen-2-yl)quinolin-5-yl)cyclopropyl)benzamide N1C(CC1)COC=1C=CC(=C(C(=O)NC2(CC2)C2=C3C=CC=NC3=CC(=C2)C=2SC(=CC2)C(=O)N2CCCC2)C1)C